(±)-trans-N-[8-amino-6-[4-(dimethylamino)-3-pyridyl]-3-isoquinolinyl]-2-cyano-cyclopropanecarboxamide NC=1C=C(C=C2C=C(N=CC12)NC(=O)[C@H]1[C@@H](C1)C#N)C=1C=NC=CC1N(C)C |r|